tert-butyl rac-(4aR,8aR)-2,3,4,4a,5,7,8,8a-octahydropyrido[4,3-b][1,4]oxazine-6-carboxylate O1[C@H]2[C@H](NCC1)CN(CC2)C(=O)OC(C)(C)C |r|